methyl 3-((1-(3-iodo-4,7-dimethyl-5-oxo-4,5-dihydroimidazo[1,5-a]quinazolin-9-yl)ethyl)amino)-6-methylpicolinate IC=1N=CN2C1N(C(C1=CC(=CC(=C21)C(C)NC=2C(=NC(=CC2)C)C(=O)OC)C)=O)C